C1(CC1)C([C@@H](C(=O)NC1=NC(=C(C=C1)C=1C(=NN(C1C)COCC[Si](C)(C)C)C)F)NC(=O)C=1N(N=CC1)C)C1CC1 N-[(1S)-1-(dicyclopropylmethyl)-2-[[5-[3,5-dimethyl-1-(2-trimethylsilylethoxymethyl)pyrazol-4-yl]-6-fluoro-2-pyridyl]amino]-2-oxo-ethyl]-2-methyl-pyrazole-3-carboxamide